(6-(4-(hydroxymethyl)piperidin-1-yl)-2-(pyridin-3-yl)pyrimidin-4-yl)benzoic acid OCC1CCN(CC1)C1=CC(=NC(=N1)C=1C=NC=CC1)C1=C(C(=O)O)C=CC=C1